(2r,3s)-ethyl 2-(benzamidomethyl)-3-hydroxy-3-phenylpropionate C(C1=CC=CC=C1)(=O)NC[C@@H](C(=O)OCC)[C@@H](C1=CC=CC=C1)O